BrC=1C=C(C=C(C1O)Br)C1=NC(=NC2=CC(=C(C=C12)OC)OC)N 4-(3',5'-dibromo-4'-hydroxyphenyl)-amino-6,7-dimethoxyquinazoline